CN1C2=CC=CC=C2C=2C=C(C=CC12)B(O)O (9-METHYL-9H-CARBAZOL-3-YL)BORONIC ACID